1,9-nonylene glycol diacrylate C(C=C)(=O)OCCCCCCCCCOC(C=C)=O